N-[(4-methoxyphenyl)methyl]-N-methyl-1H-imidazole-4-carboxamide COC1=CC=C(C=C1)CN(C(=O)C=1N=CNC1)C